trans-3-decene CC\C=C\CCCCCC